O1C(=NC2=C1C=CC=C2)COC2=CC=CC(=N2)C=2CCN(CC2)CC2=NC1=C(N2C[C@H]2OCC2)C=C(C=C1)C(=O)O (S)-2-((6-(benzo[d]oxazol-2-ylmethoxy)-3',6'-dihydro-[2,4'-bipyridin]-1'(2'H)-yl)methyl)-1-(oxetan-2-ylmethyl)-1H-benzo[d]imidazole-6-carboxylic acid